ClC1=CC=2N(C=C1C=1NC3=CC=C(C=C3C1C(C)C)C1CCN(CC1)CC(=O)N(C)C)C=CN2 2-(4-(2-(7-chloroimidazo[1,2-a]pyridin-6-yl)-3-isopropyl-1H-indol-5-yl)piperidin-1-yl)-N,N-dimethylacetamide